(4,5-dimethylthiazol-2-yl)-2,5-diphenyl-2H-tetrazolium bromide [Br-].CC=1N=C(SC1C)[N+]=1N(N=NC1C1=CC=CC=C1)C1=CC=CC=C1